tert-butyl (7S)-7-methyl-5-oxa-8-azaspiro[2.6]nonane-8-carboxylate C[C@H]1COCC2(CC2)CN1C(=O)OC(C)(C)C